(3S,4S)-N3,N4-bis((1S,2R)-2-phenylcyclopropyl)-1-(4-((R)-2-(tetradecylcarbamoyl)morpholine-4-carbonyl)benzoyl)pyrrolidine-3,4-dicarboxamide C1(=CC=CC=C1)[C@@H]1[C@H](C1)NC(=O)[C@@H]1CN(C[C@H]1C(=O)N[C@@H]1[C@H](C1)C1=CC=CC=C1)C(C1=CC=C(C=C1)C(=O)N1C[C@@H](OCC1)C(NCCCCCCCCCCCCCC)=O)=O